2-(3-{[1-methyl-4-(pyridin-4-yl)-1H-pyrazol-3-yl]oxy}prop-1-yn-1-yl)quinoline CN1N=C(C(=C1)C1=CC=NC=C1)OCC#CC1=NC2=CC=CC=C2C=C1